BrC=1N=C2C(=NC1)N(C(=N2)S(=O)(=O)C)C 5-bromo-1-methyl-2-(methylsulfonyl)-1H-imidazo[4,5-b]pyrazine